C(C)(C)(C)[Si](C)(C)OC1=CC(=CC(=C1)C(F)(F)F)SCC1=CC=C(C=C1)OC tert-butyl-(3-((4-methoxybenzyl)thio)-5-(trifluoromethyl)phenoxy)dimethylsilane